7H-6-oxa-9a-aza-benzo[cd]azulene-1-carboxylic acid (1H-[1,2,3]triazol-4-ylmethyl)-amide N1N=NC(=C1)CNC(=O)C1=CC2=C3C(OCC=CN13)=CC=C2